CC1(OC(CNC1=O)CN1C(=CC2=C(C(=CC=C12)C=O)C)C#N)C 1-[(6,6-Dimethyl-5-oxomorpholin-2-yl)methyl]-5-formyl-4-methyl-1H-indole-2-carbonitrile